CC1(CN(C1)CC(=O)NC=1C=C(C(=NC1)C)NC(=O)C=1C=NN2C1SC(=C2)C=2C=NC=NC2)C N-(5-(2-(3,3-dimethylazetidin-1-yl)acetamido)-2-methylpyridin-3-yl)-2-(pyrimidin-5-yl)pyrazolo[5,1-b]thiazole-7-carboxamide